C(C(=O)[O-])(=O)[O-].[Pt+2].NC1C(CCCC1)N 1,2-diaminocyclohexane platinum oxalate